2-amino-3,3-dicyclohexyl-propionitrile NC(C#N)C(C1CCCCC1)C1CCCCC1